N-(2-(3,3-Difluoropropoxy)pyrimidin-5-yl)-5,6-dihydrobenzo[f]imidazo[1,5-d][1,4]oxazepine-10-carboxamide FC(CCOC1=NC=C(C=N1)NC(=O)C=1C=CC2=C(C=3N(CCO2)C=NC3)C1)F